tributyl-(2-methoxy-4-methyl-thiazol-5-yl)stannane C(CCC)[Sn](C1=C(N=C(S1)OC)C)(CCCC)CCCC